N-(isoquinolin-6-yl)-2-(4-(piperazin-1-ylsulfonyl)phenyl)cyclopropane-1-carboxamide dihydrochloride Cl.Cl.C1=NC=CC2=CC(=CC=C12)NC(=O)C1C(C1)C1=CC=C(C=C1)S(=O)(=O)N1CCNCC1